4-methyl-1,2-oxazole-5-carboxylic acid CC=1C=NOC1C(=O)O